C(CCC)(=O)OC1CCN(C1)[C@@H]1CC2=CC[C@H]3[C@@H]4CC[C@H]([C@@H](CCCC(C)C)C)[C@]4(CC[C@@H]3[C@]2(CC1)C)C (3beta)-cholest-5-en-3-yl-4-pyrrolidinyl butyrate